1-methyl-5,6,7,8-tetrahydroquinolinium hydroxide [OH-].C[N+]1=CC=CC=2CCCCC12